(S)-3-((S)-1-hydroxyethyl)piperidin O[C@@H](C)[C@@H]1CNCCC1